FC([C@@H]1[C@H](C1)C=1C=2N(N=C(C1)C=1C(NC(NC1)=O)=O)C(=CN2)C#N)F 8-((1S,2S)-2-(difluoromethyl)cyclopropyl)-6-(2,4-dioxo-1,2,3,4-tetrahydropyrimidin-5-yl)imidazo[1,2-b]pyridazine-3-carbonitrile